D-Galacturonic acid monohydrate O.O=C[C@H](O)[C@@H](O)[C@@H](O)[C@H](O)C(=O)O